C(C)S(=O)(=O)N1CCC(CC1)NC1=NC=C(C(=N1)C=1C=NN(C1)C1=C(C=C(C=C1)CNC([2H])([2H])[2H])C)C(F)(F)F N-(1-(Ethylsulfonyl)piperidin-4-yl)-4-(1-(2-methyl-4-(((methyl-d3)amino)methyl)phenyl)-1H-pyrazol-4-yl)-5-(trifluoromethyl)pyrimidin-2-amine